1H-pyrazole-3,5-13C2 N1N=[13CH]C=[13CH]1